ClC=1C=C(C=CC1C)C1=NC=C(C(=N1)N1CC(CC1)CNC(OC(C)(C)C)=O)CN1C(OCC1)=O tert-butyl N-[[1-[2-(3-chloro-4-methyl-phenyl)-5-[(2-oxooxazolidin-3-yl)methyl] pyrimidin-4-yl]pyrrolidin-3-yl]methyl]carbamate